N-(6-chloro-1-cyclobutyl-7-(methoxymethyl)-1H-benzo[d]imidazol-2-yl)-3,3-dimethylbutanamide ClC=1C=CC2=C(N(C(=N2)NC(CC(C)(C)C)=O)C2CCC2)C1COC